1-(2,4,5-Trifluorobenzyl)-6-chloro-3-((thiazol-2-yl)methyl)pyrimidine-2,4(1H,3H)-dione FC1=C(CN2C(N(C(C=C2Cl)=O)CC=2SC=CN2)=O)C=C(C(=C1)F)F